tert-butyl 2-(4-(prop-2-ynyl)piperazin-1-yl)acetate C(C#C)N1CCN(CC1)CC(=O)OC(C)(C)C